tert-butyl 4-[6-[(10S)-4-(2-hydroxyphenyl)-1,5,6,8,12-pentazatricyclo[8.4.0.02,7]tetradeca-2,4,6-trien-12-yl]-3-pyridyl]-3,6-dihydro-2H-pyridine-1-carboxylate OC1=C(C=CC=C1)C=1C=C2N3CCN(C[C@@H]3CNC2=NN1)C1=CC=C(C=N1)C=1CCN(CC1)C(=O)OC(C)(C)C